hydroxydecenoic acid CCCCCCCC=C(C(=O)O)O